COCCO[Si](C=CC)(OCCOC)OCCOC 1-[tris(methoxyethoxy)silyl]Propene